C(C)(C)NS(=O)(=O)C1=CC(=CC=C1)C(=O)N1CC2(C3=CC(=CC=C13)NS(=O)(=O)C)CCCCC2 N-isopropyl-3-(5'-(methylsulfonamido)spiro[cyclohexane-1,3'-indoline]-1'-carbonyl)benzenesulfonamide